4-methyl-1H-pyrrolo[3,2-c]pyridine-6-carboxylic acid CC1=NC(=CC2=C1C=CN2)C(=O)O